O1COC2=C1C=CC(=C2)\C=C/C(=O)C2=C(C=C(C=C2OC)OC)O (Z)-3-(1,3-Benzodioxol-5-yl)-1-(2-hydroxy-4,6-dimethoxyphenyl)prop-2-en-1-one